3-((Chinolin-2-ylamino)methyl)pyrrolidin-1-carbonitril N1=C(C=CC2=CC=CC=C12)NCC1CN(CC1)C#N